CC1(CCC(O1)=O)C=C 5-methyl-5-vinyl-tetrahydrofuran-2-one